dichloro(p-isopropyltoluene) ruthenium (II) [Ru+2].ClC(C1=CC=C(C=C1)C(C)C)Cl